BrC=1C=C(C=CC1)N1C2=CC=CC=C2C=2C=C(C=CC12)C1=CC=CC=C1 9-(3-bromophenyl)-3-phenyl-9H-carbazole